C(C)(C)(C)OC(=O)N1CC(C1)NC1=NC(=NC2=C(C(=C(C=C12)I)Br)F)Cl 3-[(7-bromo-2-chloro-8-fluoro-6-iodo-quinazolin-4-yl)amino]azetidine-1-carboxylic acid tert-butyl ester